4-(2-((tert-butyldiphenylsilyl)oxy)ethyl)-6-chloropyridine-3-sulfonyl chloride [Si](C1=CC=CC=C1)(C1=CC=CC=C1)(C(C)(C)C)OCCC1=C(C=NC(=C1)Cl)S(=O)(=O)Cl